Hydroxypropyl-triethoxysilan OCCC[Si](OCC)(OCC)OCC